2-amino-1-(2,3-dichlorophenyl)-5-methyl-6-oxo-1,6-dihydro-pyrimidin-4-yl-trifluoromethanesulfonic acid NC=1N(C(C(=C(N1)OS(=O)(=O)C(F)(F)F)C)=O)C1=C(C(=CC=C1)Cl)Cl